α-Methyl-4-(2-aminoethoxy)phenylalanine C[C@](N)(CC1=CC=C(C=C1)OCCN)C(=O)O